1-(aminomethyl)-N-isopropylcyclohexane-1-amine NCC1(CCCCC1)NC(C)C